CC1=NN(C(=C1C=1C=CC(=NC1F)NC([C@H](C1CCC(CC1)C)NC(=O)C=1C(=NOC1)C)=O)C)COCC[Si](C)(C)C N-[(1S)-2-[[5-[3,5-dimethyl-1-(2-trimethylsilylethoxymethyl)pyrazol-4-yl]-6-fluoro-2-pyridyl]amino]-1-(4-methylcyclohexyl)-2-oxo-ethyl]-3-methyl-isoxazole-4-carboxamide